C(C)N1C([C@H](OC2(C1)CCN(CC2)CC2=CC=C(C=C2)OC)C)=O (R)-4-ethyl-9-(4-methoxybenzyl)-2-methyl-1-oxa-4,9-diazaspiro[5.5]undecan-3-one